4-Bromo-6-chloro-5-fluoro-1H-indazol-3-amine BrC1=C2C(=NNC2=CC(=C1F)Cl)N